N-(4-(dimethylamino)-3-((1-phenylethyl)carbamoyl)phenyl)-3,3-difluoropyrrolidine-1-carboxamide CN(C1=C(C=C(C=C1)NC(=O)N1CC(CC1)(F)F)C(NC(C)C1=CC=CC=C1)=O)C